FC=1C=CC=2C3=C(NC(C2C1)=O)COCC3NC 8-fluoro-1-(methylamino)-1,5-dihydro-2H-pyrano[3,4-c]isoquinolin-6(4H)-one